4-chloro-2-(diphenylphosphino)-N-((6-((diphenylphosphino)methyl)pyridin-2-yl)methyl)aniline ClC1=CC(=C(NCC2=NC(=CC=C2)CP(C2=CC=CC=C2)C2=CC=CC=C2)C=C1)P(C1=CC=CC=C1)C1=CC=CC=C1